OC(CC(C(=O)O)=O)(C)C 4-hydroxy-4-methyl-2-oxopentanoic acid